1-(((S)-7-((2S-4R)-4-Amino-2-phenylpiperidine-1-carbonyl)-7-azaspiro[4.5]decan-10-yl)methyl)-4-phenylpyridin-2(1H)-one N[C@H]1C[C@H](N(CC1)C(=O)N1CC2(CCCC2)[C@H](CC1)CN1C(C=C(C=C1)C1=CC=CC=C1)=O)C1=CC=CC=C1